C1(=CCCCC1)C=1C=C2CCN3C(C2=CC1)=CC(=NC3=O)OCC3OCCOC3 9-Cyclohex-1-enyl-2-([1,4]dioxan-2-ylmethoxy)-6,7-dihydro-pyrimido[6,1-a]isoquinolin-4-one